BrC1=C(C(=C(C=2C(OC(C21)=O)(C=2C=C(C(=CC2)O)S(=O)(=O)[O-])C=2C=C(C(=CC2)O)S(=O)(=O)[O-])Br)Br)Br.[Na+].[Na+] disodium 3,3'-(4,5,6,7-tetrabromo-3-oxo-2-benzofuran-1,1(3H)-diyl)bis(6-hydroxybenzene-1-sulfonate)